((1s,4s)-4-(5-bromo-6-methoxy-2H-indazol-2-yl)cyclohexyl)methanol BrC1=CC2=CN(N=C2C=C1OC)C1CCC(CC1)CO